5-(trifluoromethyl)-1H-pyrazole-4-carboxylic acid ethyl ester trifluoroacetate FC(C(=O)O)(F)F.C(C)OC(=O)C=1C=NNC1C(F)(F)F